4-tert-butyl 5-methyl 6-bromo-2-(1-(tert-butoxycarbonyl)piperidin-4-yl)-4H-thieno[3,2-b]pyrrole-4,5-dicarboxylate BrC=1C2=C(N(C1C(=O)OC)C(=O)OC(C)(C)C)C=C(S2)C2CCN(CC2)C(=O)OC(C)(C)C